BrC1=NNC(=N1)NCC1=CC=C(C=C1)C1=NC(=CC=C1)S(=O)(=O)C 3-bromo-N-(4-(6-(methylsulfonyl)pyridin-2-yl)benzyl)-1H-1,2,4-triazol-5-amine